[C@@H]1([C@H](O)[C@@H](O)[C@H](O)[C@H](O1)CO)OC1=NN(C(=C1CC1=CC=C(C=C1)SC)C(F)(F)F)C 3-(β-D-glucopyranosyloxy)-1-methyl-4-[(4-methylsulfanylphenyl)methyl]-5-trifluoromethylpyrazole